O1CCCC2=CC=CC=C12 ChromaN